O=C1C(O)=C([O-])[C@H](O1)[C@@H](O)CO.[Be+2].C1(=CC=CC=C1)C1(CCC1)C(=O)N[C@@H](CCO[C@@H]1C[C@H](C1)CCC1=NC=2NCCCC2C=C1)C(=O)O.O=C1C(O)=C([O-])[C@H](O1)[C@@H](O)CO N-(1-phenylcyclobutane-1-carbonyl)-O-(trans-3-(2-(5,6,7,8-tetrahydro-1,8-naphthyridin-2-yl)ethyl)cyclobutyl)homoserine beryllium ascorbate